ClC1=NN(C(=C1)C(=O)Cl)C1=NC=C(C=C1Cl)Cl 3-chloro-1-(3,5-dichloropyridin-2-yl)-1H-pyrazole-5-carboxylic acid chloride